dichloro[1,1'-bis(dicyclohexylphosphino)ferrocene] palladium(II) [Pd+2].ClC1=C([C-](C=C1)P(C1CCCCC1)C1CCCCC1)Cl.[C-]1(C=CC=C1)P(C1CCCCC1)C1CCCCC1.[Fe+2]